Cl.ClC=1N=C(N2N=C(N=CC21)N[C@H]2[C@@H](CNCC2)F)C2=CC=C(C=C2)Cl (3R,4R)-N-[5-chloro-7-(4-chlorophenyl)imidazo[4,3-f][1,2,4]triazin-2-yl]-3-fluoropiperidin-4-amine hydrochloride